[Na].[Na].C(=O)(O)C1=C(C=CC=C1)C=1C2=CC=C(C=C2OC2=CC(C=CC12)=O)O 9-(ortho-carboxyphenyl)-6-hydroxy-3H-xanthen-3-one disodium